C(C)(C)(C)OC(=O)N1CCC(CC1)(CNC1=C(C=C(C=C1)S(N)(=O)=O)[N+](=O)[O-])F 4-fluoro-4-(((2-nitro-4-sulfamoylphenyl)amino)methyl)piperidine-1-carboxylic acid tert-butyl ester